tert-butyl-imino-2-ethyl-2-methylpyrrolidinate C(C)(C)(C)C1C(C(N(C1)C(=O)[O-])(C)CC)=N